FC(OC1=C(C=C(C=C1)CC1=NNC(C2=CC=CC=C12)=O)C1=CC2=C(NC(=N2)NC(=O)NCC)C=C1)F 1-(5-(2-(Difluoromethoxy)-5-((4-oxo-3,4-dihydrophthalazin-1-yl)methyl)phenyl)-1H-benzoimidazol-2-yl)-3-ethylurea